(9,9-dimethyl-9H-xanthene-4,5-diyl)bis(di-tert-butylphosphine) CC1(C2=CC=CC(=C2OC=2C(=CC=CC12)P(C(C)(C)C)C(C)(C)C)P(C(C)(C)C)C(C)(C)C)C